C1(CC1)CCC=1C=CC(=NC1)NC(C(C)N1C[C@@H](C(CC1)(F)F)C1=CNC(C=C1)=O)=O N-(5-(2-cyclopropylethyl)pyridin-2-yl)-2-((S)-4,4-difluoro-3-(6-oxo-1,6-dihydropyridin-3-yl)piperidin-1-yl)propionamide